Cl.OC=1C=C(C[C@H](N)C(=O)O)C=CC1O L-3,4-dihydroxyphenylalanine hydrochloride